3-(6-methyl-1H-benzo[d]imidazole-2-yl)-2H-chromen CC=1C=CC2=C(NC(=N2)C=2COC3=CC=CC=C3C2)C1